3-(4-chloro-6-oxopyridazin-1(6H)-yl)propanoic acid ClC=1C=NN(C(C1)=O)CCC(=O)O